NC1=NC(=CC(=N1)C(=O)N1CC2=CC=CC=C2CC1)NC1=C(C=CC=C1)O (2-Amino-6-((2-hydroxyphenyl)amino)pyrimidin-4-yl)(3,4-dihydroisoquinolin-2(1H)-yl)methanone